4-[6-(4-Chloro-phenyl)-4-cyano-3-hydroxy-pyridin-2-yl]-4-oxo-butyric acid ClC1=CC=C(C=C1)C1=CC(=C(C(=N1)C(CCC(=O)O)=O)O)C#N